2-(4,7,10-tris(2-amino-2-oxoethyl)-1,4,7,10-tetraazacyclododecane-1-yl)acetic acid NC(CN1CCN(CCN(CCN(CC1)CC(N)=O)CC(N)=O)CC(=O)O)=O